N-(3,5-dichloro-4-(trifluoromethyl)phenyl)-2-(4-iodo-1H-pyrazol-1-yl)-2-methylpropionamide ClC=1C=C(C=C(C1C(F)(F)F)Cl)NC(C(C)(C)N1N=CC(=C1)I)=O